C1(=CC=CC=C1)C1=NSC(=N1)C=1C=C(C=CC1)C 3-phenyl-5-(m-tolyl)-1,2,4-thiadiazole